ClC=1C=CC(=C(C1)C1=C(C=NC(=C1)C)C(=O)NC=1SC=2C(=NC=C(N2)N2CCC3(CC(C3)C#N)CC2)N1)OC 4-(5-chloro-2-methoxy-phenyl)-N-(6-(2-cyano-7-azaspiro[3.5]non-7-yl)thiazolo[4,5-b]pyrazin-2-yl)-6-methyl-pyridine-3-carboxamide